4-(6-bromopyrazolo[1,5-a]pyrimidin-3-yl)-7-fluoro-6-methoxy-quinoline BrC=1C=NC=2N(C1)N=CC2C2=CC=NC1=CC(=C(C=C21)OC)F